3,5-dimethoxy-4-(trideuteromethoxy)benzoyl chloride COC=1C=C(C(=O)Cl)C=C(C1OC([2H])([2H])[2H])OC